oxazoline ammonium [NH4+].O1C=NCC1